C1=CC=CC=2N(C3=C(C=CC21)C=CC=C3)C(=O)N3[C@@H]2[C@@H](N(C[C@H]3CC2)C(C(C2=CC=CC=C2)C2=CC=CC=C2)=O)C(=O)O (1S,2R,5R)-8-(5H-dibenzo[b,f]azepine-5-carbonyl)-3-(2,2-diphenylacetyl)-3,8-diazabicyclo[3.2.1]octane-2-carboxylic acid